COC(=O)C1=C(N=C(N1CC1=CC(=C(C=C1)C1=C(C=CC=C1)S(N(COC)C1=NOC(=C1Cl)C)(=O)=O)COCC)CCC)CC Methyl-1-((2'-(N-(4-chloro-5-methylisoxazol-3-yl)-N-(methoxymethyl)sulfamoyl)-2-(ethylOxymethyl)-[1,1'-biphenyl]-4-yl)methyl)-4-ethyl-2-propyl-1H-imidazole-5-carboxylic acid